2-(4-chlorophenyl)-2-methyl-4-hydroxy-5-amino-3(2H)-furanone ClC1=CC=C(C=C1)C1(OC(=C(C1=O)O)N)C